ClC(Cl)C1=C(C=CC=C1)N=C=O dichloromethylphenyl isocyanate